(2R,3R,4S,5R)-2-(6-(benzylamino)-2-chloro-9H-purin-9-yl)-5-(hydroxymethyl)-tetrahydrofuran-3,4-diol C(C1=CC=CC=C1)NC1=C2N=CN(C2=NC(=N1)Cl)[C@@H]1O[C@@H]([C@H]([C@H]1O)O)CO